FC1=C(C=CC=C1F)C=1N=CC(=NC1C)N1CCC(CC1)(N)C 1-(5-(2,3-difluorophenyl)-6-methylpyrazin-2-yl)-4-methylpiperidin-4-amine